Cl.C1N(CCC12CCNCC2)C2=CC(=NC=C2C=2C=NN(C2)C2CCOCC2)NC2=NC(=NC=C2)C2=C(C=CC=C2OC)F N-(4-(2,8-diazaspiro[4.5]decan-2-yl)-5-(1-(tetrahydro-2H-pyran-4-yl)-1H-pyrazol-4-yl)pyridin-2-yl)-2-(2-fluoro-6-methoxyphenyl)pyrimidin-4-amine hydrochloride